FC(S(=O)(=O)NCCNC(=O)C=1OOC2=C(C1)C=CC=C2)(F)F 2-oxa-N-(2-((trifluoromethyl)sulfonamido)ethyl)-2h-benzopyran-3-carboxamide